OCC(CO)N1C(C2=CC=3C(N(C(C3C=C2C1=O)=O)CO)=O)=O 2-(1,3-Dihydroxypropan-2-yl)-6-(hydroxymethyl)pyrrolo[3,4-f]isoindole-1,3,5,7(2H,6H)-tetraone